C(C1=CC=CC=C1)(=O)OCC(COC(C1=CC=CC=C1)=O)(C)C 2,2-dimethyl-1,3-propanediol dibenzoate